IC1=CC=C(C(=O)C=2C=C3C(=CNC3=CC2)C2CCN(CC2)C(C)CC)C=C1 5-(4-iodobenzoyl)-3-(1-(sec-butyl)piperidin-4-yl)-1H-indole